1,4,7-triazaCyclononane-1-glutaric acid N1(CCNCCNCC1)C(CCC(=O)O)C(=O)O